3,4,5,6-tetrabromo-1,2-benzoquinone BrC=1C(C(C(=C(C1Br)Br)Br)=O)=O